7-(2-hydroxy-6-fluorophenyl)-8-fluoropyrido[4,3-d]pyrimidine trifluoroacetate FC(C(=O)O)(F)F.OC1=C(C(=CC=C1)F)C1=C(C=2N=CN=CC2C=N1)F